COC1=C(C=C(C=N1)C1(CC1)CO)C(F)(F)F (1-(6-methoxy-5-(trifluoromethyl)pyridin-3-yl)cyclopropyl)methanol